C1(=CC=CC=C1)[C@@H]1CC(=NO1)C=1N=CSC1 4-[(5S)-5-phenyl-4,5-dihydro-1,2-oxazol-3-yl]-1,3-thiazol